2-methyl-1-(2-(5-(p-tolyl)-1H-imidazol-2-yl)piperidin-1-yl)propan-2-en-1-one CC(C(=O)N1C(CCCC1)C=1NC(=CN1)C1=CC=C(C=C1)C)=C